(E)-2-(3-(amino(methoxycarbonylamino)methyleneamino)-4-(ethoxycarbonyl)-1H-pyrazol-1-yl)acetic acid N/C(/NC(=O)OC)=N\C1=NN(C=C1C(=O)OCC)CC(=O)O